(2-fluorobenzyl)-N2-isopropyl-4-(3-(pyridin-3-yl)phenyl)-1,3-dihydro-2H-pyrrolo[3,4-c]pyridine-2,6-dicarboxamide FC1=C(CC2N(CC=3C(=NC(=CC32)C(=O)N)C3=CC(=CC=C3)C=3C=NC=CC3)C(=O)NC(C)C)C=CC=C1